3,4-dimethyl-N-(1-(5-(trifluoromethyl)pyrimidin-2-yl)azetidin-3-yl)pyrimido[4',5':4,5]thieno[2,3-c]pyridazin-8-amine CC1=C(C2=C(N=N1)SC1=C2N=CN=C1NC1CN(C1)C1=NC=C(C=N1)C(F)(F)F)C